SCC(C)O 1-mercaptopropane-2-ol